O=C1N(CCC(N1)=O)C=1C(=NC=C(C(=O)OCC)C1)C ethyl 5-(2,4-dioxotetrahydropyrimidin-1(2H)-yl)-6-methylnicotinate